sodium Myristate Sulfate S(=O)(=O)([O-])O.C(CCCCCCCCCCCCC)(=O)O.[Na+]